Cl.NC(CO)C=1OC=CN1 2-amino-2-(oxazol-2-yl)ethan-1-ol hydrochloride